FC1(CN(CC[C@H]1NC1=NN2C(C(=N1)NC)=C(C=C2)C2=CC=C1C(=N2)N(C=N1)CC(F)(F)F)C(C)=O)F (R)-1-(3,3-Difluoro-4-((4-(methylamino)-5-(3-(2,2,2-trifluoroethyl)-3H-imidazo[4,5-b]pyridin-5-yl)pyrrolo[2,1-f][1,2,4]triazin-2-yl)amino)piperidin-1-yl)ethan-1-one